[N+](=O)([O-])C1=CC(=C(C=C1)CCCCCCCCCCCO)CCCCCCCCCCCO (4-nitro-1,2-phenylene)bis(undecan-1-ol)